diisopropyl-propionamidine C(C)(C)C(C(=N)N)(C)C(C)C